ethyltriethyleneglycol methacrylate C(C(=C)C)(=O)O.C(C)C(COCCOCCO)O